C(C)(C)(C)C(CC1=C(C(=CC=C1)C(C)(C)C)O)CC 2,6-di-tert-butyl-butylphenol